(3S)-3-(3-((4-(1-(2,5-bis(trifluoromethyl)phenyl)ethyl)piperazine-1-carbonyl)oxy)phenyl)-3-cyclopropylpropanoic acid FC(C1=C(C=C(C=C1)C(F)(F)F)C(C)N1CCN(CC1)C(=O)OC=1C=C(C=CC1)[C@@H](CC(=O)O)C1CC1)(F)F